3-(4-(4-(((2R,6S)-4-(2-(6,6-dimethyl-4,5,6,7-tetrahydro-1H-indazol-3-yl)-1H-indol-6-carbonyl)-2,6-dimethylpiperazin-1-yl)methyl)piperidin-1-yl)phenyl)piperidine-2,6-dione CC1(CCC=2C(=NNC2C1)C=1NC2=CC(=CC=C2C1)C(=O)N1C[C@H](N([C@H](C1)C)CC1CCN(CC1)C1=CC=C(C=C1)C1C(NC(CC1)=O)=O)C)C